CN1N=CC(=C1)C1=CC=2N(N=C1)C=CN2 7-(1-methyl-1H-pyrazol-4-yl)imidazo[1,2-b]pyridazin